2-hydroxy-4-octyloxybenzophenone OC1=C(C(=O)C2=CC=CC=C2)C=CC(=C1)OCCCCCCCC